butyl 3-ethyl-2,6-dioxo-1-propyl-8-(1-(3-(trifluoromethyl)benzyl)-1H-pyrazol-4-yl)-1,2,3,6-tetrahydro-7H-purine-7-carboxylate C(C)N1C(N(C(C=2N(C(=NC12)C=1C=NN(C1)CC1=CC(=CC=C1)C(F)(F)F)C(=O)OCCCC)=O)CCC)=O